tert-Butyl {(3S)-1-[5-[(tert-butoxycarbonyl)amino]-1-(4-methoxybenzyl)-1H-pyrazolo[3,4-b]pyridin-4-yl]piperidin-3-yl}carbamate C(C)(C)(C)OC(=O)NC=1C(=C2C(=NC1)N(N=C2)CC2=CC=C(C=C2)OC)N2C[C@H](CCC2)NC(OC(C)(C)C)=O